4-[3-[2,6-dichloro-4-(1-methylpyrazol-4-yl)benzoyl]-2,4-dihydro-1,3-benzoxazin-8-yl]-2-morpholin-4-ylbenzoic acid ClC1=C(C(=O)N2COC3=C(C2)C=CC=C3C3=CC(=C(C(=O)O)C=C3)N3CCOCC3)C(=CC(=C1)C=1C=NN(C1)C)Cl